2-(2-(pyridine-2-yl)hydrazinocarbonyl)pyrrolidine-1-carboxylic acid tert-butyl ester C(C)(C)(C)OC(=O)N1C(CCC1)C(=O)NNC1=NC=CC=C1